COC1=C2CC[C@H](CC2=CC=C1)N(CC1CCN(CC1)S(=O)(=O)C=1C=NC=CC1)CCC (R)-5-methoxy-N-propyl-N-((1-(pyridin-3-ylsulfonyl)piperidin-4-yl)methyl)-1,2,3,4-tetrahydronaphthalen-2-amine